ClC1=C2C(NC(C2=C(C(=C1Cl)Cl)Cl)=O)=O 4,5,6,7-tetrachloroisoindoline-1,3-dione